CC1=CC=CC(=N1)NC1=CC(=NC=N1)NC1=C(C#N)C=CC=C1 2-(6-(6-methylpyridin-2-ylamino)pyrimidin-4-ylamino)benzonitrile